2-(1-fluoroethyl)imidazo[1,2-a]pyridine-6-carboxylic acid FC(C)C=1N=C2N(C=C(C=C2)C(=O)O)C1